(9R)-12-fluoro-9-methyl-8-oxa-2,3-diaza-7-boratricyclo[8.4.0.0^{2,6}]tetradeca-1(14),3,5,10,12-pentaen-7-ol FC=1C=C2[C@H](OB(C3=CC=NN3C2=CC1)O)C